6-dimethoxymethylsilyl-hexanoylferrocene COC(OC)[SiH2]CCCCCC(=O)[C-]1C=CC=C1.[CH-]1C=CC=C1.[Fe+2]